tert-butyl 4,4-difluoro-3-(2-((methylamino)methyl)pyridin-4-yl)piperidine-1-carboxylate FC1(C(CN(CC1)C(=O)OC(C)(C)C)C1=CC(=NC=C1)CNC)F